ClC=1N=NC(=CC1N(CCO)C)Cl 2-[(3,6-dichloropyridazin-4-yl)(methyl)amino]ethanol